4-propenylphenyl-1,3-propanediol C(=CC)C1=CC=C(C=C1)C(CCO)O